CN1C(N(C=2C1=CC=1C(=NN=C(C1C2)N[C@H](C)C2=CC(=CC=C2)C(F)(F)F)C)CC(F)(F)F)=O 1,8-dimethyl-5-[[(1R)-1-[3-(trifluoromethyl)phenyl]ethyl]amino]-3-(2,2,2-trifluoroethyl)imidazo[4,5-g]phthalazin-2-one